FC1=C(C(=C(C(=C1F)F)F)CF)S(=O)(=O)N(C)C 2,3,4,5-tetrafluoro-6-(fluoromethyl)-N,N-dimethylbenzenesulfonamide